1-[(2R,6S)-6-[[bis(4-methoxyphenyl)-phenyl-methoxy]methyl]-6-(hydroxymethyl)-4-iso-propyl-morpholin-2-yl]-5-methyl-pyrimidine-2,4-dione COC1=CC=C(C=C1)C(OC[C@@]1(O[C@H](CN(C1)C(C)C)N1C(NC(C(=C1)C)=O)=O)CO)(C1=CC=CC=C1)C1=CC=C(C=C1)OC